1,1-diphenyl-1,2-propanediol C1(=CC=CC=C1)C(C(C)O)(O)C1=CC=CC=C1